ClC=1C=C(C=2N=CN=C(C2N1)N)Cl 6,8-dichloropyrido[3,2-d]pyrimidin-4-amine